C(C)(C)(C)OC(=O)N1CC2(CC2)C[C@H]1C(NCC1=C(C(=CC=C1)Cl)F)=O (S)-6-((3-chloro-2-fluorobenzyl)carbamoyl)-5-azaspiro[2.4]heptane-5-carboxylic acid tert-butyl ester